4-(5-methyl-2,5-diazabicyclo[2.2.2]oct-2-yl)aniline CN1C2CN(C(C1)CC2)C2=CC=C(N)C=C2